6-hydroxy-5'-methyl-4-pentyl-2'-(prop-1-en-2-yl)-[1,1'-biphenyl]-2-yl methyl methylphosphonate CP(OC1=C(C(=CC(=C1)CCCCC)O)C1=C(C=CC(=C1)C)C(=C)C)(OC)=O